FC=1C=C(C=C(C1C=O)F)OB(O)O 3,5-difluoro-4-formylphenylboric acid